C(CCC)(=O)OP(=O)(OCCCC)OCC ethyl-(diethoxyphosphoryl) butyrate